5-Methoxy-2,4-dichloropyrimidine COC=1C(=NC(=NC1)Cl)Cl